heliodecane [HeH]CCCCCCCCCC